C1(CC1)C(=O)C1=CSC(=C1)C1=CC=C(C=C1)O[Si](C(C)C)(C(C)C)C(C)C cyclopropyl(5-(4-((triisopropylsilyl)oxy)phenyl)thiophene-3-yl)methanone